tert-butyl (2R,3S,4S)-4-[(tert-butoxycarbonyl)oxy]-2-[(4-methoxyphenyl)methyl]-3-(propanoyloxy)pyrrolidine-1-carboxylate C(C)(C)(C)OC(=O)O[C@@H]1[C@H]([C@H](N(C1)C(=O)OC(C)(C)C)CC1=CC=C(C=C1)OC)OC(CC)=O